8-{4-(trifluoromethyl)phenoxy}quinoline-5-carbonitrile FC(C1=CC=C(OC2=CC=C(C=3C=CC=NC23)C#N)C=C1)(F)F